3-(4-((4-(3-((4-((3-chloro-4-fluorophenyl)amino)-7-methoxyquinazolin-6-yl)oxy)propyl)piperazin-1-yl)methyl)-2-fluorophenyl)piperidine-2,6-dione ClC=1C=C(C=CC1F)NC1=NC=NC2=CC(=C(C=C12)OCCCN1CCN(CC1)CC1=CC(=C(C=C1)C1C(NC(CC1)=O)=O)F)OC